C1C[C@@H]2[C@@H](C2COC(=O)NCCOCCOCCN)CCC#C1 N-(1R,8S,9s)-Bicyclo[6.1.0]non-4-yn-9-ylmethyloxycarbonyl-1,8-diamino-3,6-dioxaoctane